COC=1C=C(C=C(C1)OC)NC(CSC=1NC=C(N1)C(=O)O)=O 2-((2-((3,5-DIMETHOXYPHENYL)AMINO)-2-OXOETHYL)THIO)-1H-IMIDAZOLE-4-CARBOXYLIC ACID